(4-fluorophenyl)-2-oxo-1,2-dihydropyridine-3-carbonyl chloride FC1=CC=C(C=C1)N1C(C(=CC=C1)C(=O)Cl)=O